C(CCCCCC)C1=CC=C(C=C1)C(C)O 4-heptylphenyl-ethanol